FC(F)(F)C1=C(C(=CC=C1)C1=CC=CC=C1)C(=O)N (trifluoromethyl)[biphenyl]-2-carboxamide